NC=1C(NC2=C3C=CC=NC3=C(C=C2C1C1=C2C=NNC2=C(C(=C1)F)F)OCC(F)F)=O 3-Amino-6-(2,2-difluoroethoxy)-4-(6,7-difluoro-1H-indazol-4-yl)-1H-1,7-phenanthrolin-2-one